CC(C)(C)C(=O)C(C)(C)C 2,4,4-tetramethyl-3-pentanone